2-(2-(benzyloxy)ethoxy)acetaldehyde C(C1=CC=CC=C1)OCCOCC=O